1-acetyl-N-[(1S)-1-[3-[2-(trifluoromethyl)-4-pyridyl]-1,2,4-oxadiazol-5-yl]ethyl]piperidine-3-carboxamide C(C)(=O)N1CC(CCC1)C(=O)N[C@@H](C)C1=NC(=NO1)C1=CC(=NC=C1)C(F)(F)F